N,N'-bis-(trimethylsilyl)-carbodiimide C[Si](N=C=N[Si](C)(C)C)(C)C